ClC=1C(=C(C=C(C1)Cl)C1=CC=C(C=C1)OCC(=O)O)NS(=O)(=O)C=1C=NC=CC1 ({3',5'-dichloro-2'-[(pyridine-3-sulfonyl)amino][1,1'-biphenyl]-4-yl}oxy)ethanoic acid